C1(CC1)CCOC1=C(C=C(C(=O)OC)C=C1)OC methyl 4-(2-cyclopropylethoxy)-3-methoxybenzoate